methyl (S)-3-(3-(3,5-dimethyl-1H-pyrazol-1-yl)phenyl)-4-(9-((5,6,7,8-tetrahydro-1,8-naphthyridin-2-yl)methyl)-1-oxa-4,9-diazaspiro[5.5]undec-4-yl)butanoate CC1=NN(C(=C1)C)C=1C=C(C=CC1)[C@H](CC(=O)OC)CN1CCOC2(C1)CCN(CC2)CC2=NC=1NCCCC1C=C2